O=C(CC1=CC(=C(C=C1)C1=CN=C(S1)[C@@H]1CC[C@H](CC1)NC(OC(C)C)=O)S(NCC)(=O)=O)N1CC(C1)O isopropyl trans-N-[4-[5-[4-[2-oxo-2-(3-hydroxyazetidin-1-yl)ethyl]-2-(ethyl-sulfamoyl)phenyl]thiazol-2-yl]cyclohexyl]carbamate